FCN1CCC(C1)NC (fluoromethyl)-4-(methylamino)pyrrolidin